FC1=C(C=C(C=C1)C=1C(=C2N(N1)CCC2)C=2C=CC=1N(C2)N=CN1)OC(F)(F)F 6-(2-(4-Fluoro-3-trifluoromethoxyphenyl)-5,6-dihydro-4H-pyrrolo[1,2-b]pyrazol-3-yl)-[1,2,4]triazolo[1,5-a]pyridine